BrC=1C=CC(=C(C1)NO)OC(F)F (5-bromo-2-(difluoromethoxy)phenyl)hydroxylamine